Cl/C(=C/F)/C(F)(F)F E-2-chloro-1,3,3,3-tetrafluoropropene